methyl-2-(3-methyl-4-((4-(methylamino)-5-(trifluoromethyl)pyrimidin-2-yl)amino)-1H-pyrazol-1-yl)propionitrile CC(C#N)(C)N1N=C(C(=C1)NC1=NC=C(C(=N1)NC)C(F)(F)F)C